CN([C@H](C(=O)NC(C(=O)NC)C(C)C)C(C)C)C ((S)-2-(dimethylamino)-3-methylbutanoyl-amino)-N,3-dimethylbutyramide